1-methyltetrahydropyrimidin-2-one CN1C(NCCC1)=O